ClC=1C(=CC(=NC1)OC)C1=CC(=NN1)C(=O)N1CCC(CC1)C(=O)N[C@@H]1CN([C@@H](CC1)C(F)(F)F)C 1-(5-(5-chloro-2-methoxypyridin-4-yl)-1H-pyrazole-3-carbonyl)-N-((3S,6S)-1-methyl-6-(trifluoromethyl)piperidin-3-yl)piperidine-4-carboxamide